N-(2-fluoro-5-(6-methyl-2-(4-methyl-4H-1,2,4-triazol-3-yl)spiro[3.3]heptan-2-yl)phenyl)-5-((isobutylamino)methyl)-2-oxo-1-(2,2,2-trifluoroethyl)-1,2-dihydropyridine-3-carboxamide FC1=C(C=C(C=C1)C1(CC2(C1)CC(C2)C)C2=NN=CN2C)NC(=O)C=2C(N(C=C(C2)CNCC(C)C)CC(F)(F)F)=O